(3R,5R,8R,9R,10S,13S,14S,17S)-17-[3-(benzyloxymethyl)oxetan-3-yl]-3,13-dimethyl-2,4,5,6,7,8,9,10,11,12,14,15,16,17-tetradecahydro-1H-cyclopenta[a]phenanthren-3-ol C(C1=CC=CC=C1)OCC1(COC1)[C@H]1CC[C@H]2[C@@H]3CC[C@@H]4C[C@@](CC[C@@H]4[C@H]3CC[C@]12C)(O)C